BrC=1C(=C(C=CC1)C(C(=N)NO)C)F 2-(3-bromo-2-fluoro-phenyl)-N-hydroxy-propanamidine